2,2,4-TRIMETHYL-PENTANE Methyl-3-(3-(4-(3-methoxyphenoxy)phenoxy)azetidin-1-yl)-2-(1H-pyrrol-1-yl)benzoate COC(C1=C(C(=CC=C1)N1CC(C1)OC1=CC=C(C=C1)OC1=CC(=CC=C1)OC)N1C=CC=C1)=O.CC(C)(CC(C)C)C